2-oxo-1,2-dihydroquinolin O=C1NC2=CC=CC=C2C=C1